Methyl 2-(5-methyl-2-((pyrazolo[1,5-a]pyrimidine-3-carboxamido)methyl)benzofuran-7-yl)acetate CC=1C=C(C2=C(C=C(O2)CNC(=O)C=2C=NN3C2N=CC=C3)C1)CC(=O)OC